(4-((cyclopropylamino)methyl)phenyl)-1H-benzimidazole-4-carboxamide C1(CC1)NCC1=CC=C(C=C1)N1C=NC2=C1C=CC=C2C(=O)N